2-{2-bromo-6-[(4-methoxyphenyl)methoxy]phenyl}-1,3-dioxolane BrC1=C(C(=CC=C1)OCC1=CC=C(C=C1)OC)C1OCCO1